CC1CC(C1)N1N=CC=2C3=C([C@@H](CC12)C)C(=NO3)[C@](C(F)(F)F)(C)O (1R,3r)-1-methyl-3-((R)-4-methyl-3-((S)-1,1,1-trifluoro-2-hydroxypropan-2-yl)-4,5-dihydro-6H-isoxazolo[5,4-e]indazol-6-yl)cyclobutane